N-Allyl-3-phenyl-1-(p-tolyl)-1H-pyrazol-4-carboxamid C(C=C)NC(=O)C=1C(=NN(C1)C1=CC=C(C=C1)C)C1=CC=CC=C1